BrC=1C=CC(=C(C1)C1=C(C=CC=C1)Cl)S(=O)(=O)N1CCC(CC1)(C(=O)NC\C=C\C(=O)N1CC(C1)(F)F)F (E)-1-((5-bromo-2'-chloro-[1,1'-biphenyl]-2-yl)sulfonyl)-N-(4-(3,3-difluoroazetidin-1-yl)-4-oxobut-2-en-1-yl)-4-fluoropiperidine-4-carboxamide